BrC1=C(OC=2C=CC(=C(C#N)C2)F)C(=CC(=C1C)[N+](=O)[O-])F 5-(2-Bromo-6-fluoro-3-methyl-4-nitrophenoxy)-2-fluorobenzonitrile